FC1=CC=C(CN(C2=CC(=CC(=N2)C(CC(=O)O)CC)NC2=CC3=C(N=C(S3)C)C=C2)C(C)C)C=C1 3-(6-((4-fluorobenzyl)(isopropyl)amino)-4-((2-methylbenzo[d]thiazol-6-yl)amino)pyridin-2-yl)pentanoic acid